10-hydroxy-docosahexaenoic acid OC(C=CC=CC=CC=CC(=O)O)=CC=CCCCCCCCCC